ClC=1C(=C(N)C=CC1)OC(F)F 3-chloro-2-(difluoromethoxy)aniline